FC(C=1C=NC(=NC1)C(CC)N(C=1NC(C2=C(N1)N(N=C2C#N)C(C)C=2C=NC(=CC2)C(F)(F)F)=O)C)F 6-[1-[5-(difluoromethyl)pyrimidin-2-yl]propyl-methyl-amino]-4-oxo-1-[1-[6-(trifluoromethyl)-3-pyridyl]ethyl]-5H-pyrazolo[3,4-d]pyrimidine-3-carbonitrile